7-methyl-2-phenyl-1-vinyl-1,2-dihydronaphthalene CC1=CC=C2C=CC(C(C2=C1)C=C)C1=CC=CC=C1